C1(CC1)N1N=CC(=C1C)C(=O)NCC#CC1=NN2C(C=CC=C2N[C@H]2[C@H](CN(CC2)C)F)=C1CC(F)(F)F 1-cyclopropyl-N-[3-(7-{[(3S,4R)-3-fluoro-1-methylpiperidin-4-yl]amino}-3-(2,2,2-trifluoroethyl)-pyrazolo[1,5-a]pyridin-2-yl)prop-2-yn-1-yl]-5-methyl-1H-pyrazole-4-carboxamide